1,3-di-tert-butyl-7-chlorodibenzo[b,d]furan C(C)(C)(C)C1=CC(=CC=2OC3=C(C21)C=CC(=C3)Cl)C(C)(C)C